2-(3,5-dichloro-4-((1-oxo-2-(pyridin-3-yl)-1,2,3,4-tetrahydroisoquinoline-6-Yl)oxy)phenyl)-1,2,4-triazine-3,5(2H,4H)-dione ClC=1C=C(C=C(C1OC=1C=C2CCN(C(C2=CC1)=O)C=1C=NC=CC1)Cl)N1N=CC(NC1=O)=O